4-formyl-1-methyl-1H-pyrazole C(=O)C=1C=NN(C1)C